ClC1=C(C=CC(=C1)Cl)[C@@H](C)OC=1C=C(C=NC1C)N1CC(CCC1)C1CCNCC1 5-[(1R)-1-(2,4-dichlorophenyl)ethoxy]-6-methylpyridin-3-yl-3,4'-bipiperidine